FC1(C(CNC1)NC(=O)C1=C(OC2=C1C=C(C=C2)OCC2=C(N=CS2)C)C)F N-(4,4-difluoropyrrolidin-3-yl)-2-methyl-5-((4-methylthiazol-5-yl)methoxy)benzofuran-3-carboxamide